4-Trifluoromethanesulfonyloxy-3,6,7,8-tetrahydro-1H-2,5-diaza-as-indacene-2-carboxylic acid tert-butyl ester C(C)(C)(C)OC(=O)N1CC2=C3CCCC3=NC(=C2C1)OS(=O)(=O)C(F)(F)F